C(NC(=O)N)(=O)O.C(C1=CC=CC=C1)(=O)OC(C)C isopropyl benzoate (allophanate)